C(C(CC(=O)O)C(=O)O)C(=O)O propan-1,2,3-tricarboxylic acid